N-methoxy-but-2-enamide CONC(C=CC)=O